tert-butyl-nitrone ethyl-2-(2-((7-(2-(((tert-butoxycarbonyl)amino)methyl)-3-fluoropyridin-4-yl)benzofuran-5-yl)methoxy)phenyl)acetate C(C)OC(CC1=C(C=CC=C1)OCC=1C=C(C2=C(C=CO2)C1)C1=C(C(=NC=C1)CNC(=O)OC(C)(C)C)F)=O.C(C)(C)(C)C=[NH+][O-]